[Na].[Na].ONC(CCCCCOC1=CC=C(C=C1)N(C1=NC=NC2=CC=CC=C12)C)=O N-hydroxy-6-(4-(methyl-(4-quinazolinyl)amino)phenoxy)hexanamide di-sodium